o-trifluoromethyl-benzenesulfonyl chloride FC(C1=C(C=CC=C1)S(=O)(=O)Cl)(F)F